3-(2-methoxyphenoxy)-N-(3-methyl-4-(thiazol-2-yloxy)phenyl)cyclobutane-1-carboxamide COC1=C(OC2CC(C2)C(=O)NC2=CC(=C(C=C2)OC=2SC=CN2)C)C=CC=C1